C(C)N(C=1C2=C(N=CN1)N(C=C2)CC2C(CN(CC2)CC(=O)N)O)CC2=CC=C(C=C2)C(F)(F)F 2-(4-((4-(ethyl(4-(trifluoromethyl)benzyl)amino)-7H-pyrrolo[2,3-d]pyrimidin-7-yl)methyl)-3-hydroxypiperidin-1-yl)acetamide